N-{(6R)-2-[6-(difluoromethyl)-4-(2,4,6-trifluorophenyl)-1,2-benzoxazol-3-yl]-7,7-difluoro-3-oxo-2,5,6,7-tetrahydro-3H-pyrrolo[1,2-c]imidazol-6-yl}ethanesulfonamide FC(C1=CC2=C(C(=NO2)N2C(N3C(=C2)C([C@@H](C3)NS(=O)(=O)CC)(F)F)=O)C(=C1)C1=C(C=C(C=C1F)F)F)F